B(O)(O)O.C1(CCCCC1)C=1C(=C(C=CC1)PC1=CC=CC=C1)C1CCCCC1 dicyclohexyl-diphenylphosphine borate